2-(5-bromo-2-pyridyl)propan-2-amine BrC=1C=CC(=NC1)C(C)(C)N